rac-(R)-7-(sec-butoxy)-2-(1-methyl-2-oxabicyclo[2.1.1]hex-4-yl)imidazo[1,2-a]pyrimidine-6-carboxylic acid methyl ester COC(=O)C=1C(=NC=2N(C1)C=C(N2)C21COC(C2)(C1)C)O[C@H](C)CC |r|